[Cl-].C(CCCCC)[NH+]1CC(CCC1)CC 1-hexyl-3-ethylpiperidinium chloride